COC=1C=C2C(=NC(=NC2=CC1CN1CCOCC1)C)O 6-methoxy-2-methyl-7-(morpholinomethyl)quinazolin-4-ol